C(C)(C)(C)OC(=O)N1C(=CC2=CC(=CC=C12)N)C(=O)OC(C)(C)C 5-amino-1H-indole-1,2-dicarboxylic acid di-tert-butyl ester